(R)-4-(3,5-dimethylisoxazol-4-yl)-N1-(tetrahydrofuran-3-yl)benzene-1,2-diamine CC1=NOC(=C1C=1C=C(C(=CC1)N[C@H]1COCC1)N)C